2-[[5-(4-Aminophenyl)-2-furanyl]methylene]-1H-indene-1,3(2H)-dione NC1=CC=C(C=C1)C1=CC=C(O1)C=C1C(C2=CC=CC=C2C1=O)=O